Phosphorus (V) hexachlorophosphate Cl[P-](Cl)(Cl)(Cl)(Cl)Cl.[P+5].Cl[P-](Cl)(Cl)(Cl)(Cl)Cl.Cl[P-](Cl)(Cl)(Cl)(Cl)Cl.Cl[P-](Cl)(Cl)(Cl)(Cl)Cl.Cl[P-](Cl)(Cl)(Cl)(Cl)Cl